ethyl (7R)-2-[4-(3-cyanophenoxy)phenyl]-7-[4-(2-nitrobenzene-1-sulfonyl)piperazin-1-yl]-4,5,6,7-tetrahydro-2H-pyrazolo[4,3-b]pyridine-3-carboxylate C(#N)C=1C=C(OC2=CC=C(C=C2)N2N=C3C(NCC[C@H]3N3CCN(CC3)S(=O)(=O)C3=C(C=CC=C3)[N+](=O)[O-])=C2C(=O)OCC)C=CC1